(18F)-fluoro-deoxy-glucose [18F]C(=O)C[C@@H](O)[C@H](O)[C@H](O)CO